[Si](C)(C)(C(C)(C)C)N[C@@H](CO)C(=O)O (Tert-butyldimethylsilyl)-L-serine